tert-Butyl ((1R,3S)-3-((5-chloro-4-(4,4-dimethyl-1-oxo-1,2,3,4-tetrahydro isoquinolin-6-yl)pyridin-2-yl)carbamoyl)cyclohexyl)carbamate ClC=1C(=CC(=NC1)NC(=O)[C@@H]1C[C@@H](CCC1)NC(OC(C)(C)C)=O)C=1C=C2C(CNC(C2=CC1)=O)(C)C